tert-butyl (2r,4r)-2-(((S)-1-(((3-amino-1H-indazol-6-yl) methyl) amino)-1-oxopropan-2-yl) carbamoyl)-4-phenylpyrrolidine-1-carboxylate NC1=NNC2=CC(=CC=C12)CNC([C@H](C)NC(=O)[C@@H]1N(C[C@H](C1)C1=CC=CC=C1)C(=O)OC(C)(C)C)=O